(2-(tert-Butyldiphenylsiloxy)ethoxy)-8-fluoro-3,4-dihydro-2,6-naphthyridin-1(2H)-one O([Si](C1=CC=CC=C1)(C1=CC=CC=C1)C(C)(C)C)CCON1C(C2=C(C=NC=C2CC1)F)=O